C1(CC1)NCC 2-Cyclopropylaminoethan